α-Hexyl-Cinnamaldehyde C(CCCCC)C(C=O)=CC1=CC=CC=C1